C1=CC=CC=2C3=CC=CC=C3C(C12)COC(=O)NC(CCC[NH3+])C(=O)NCCCCOC(C(CCCCCCCC)CCCCCC)=O [4-(9H-fluoren-9-ylmethoxycarbonylamino)-5-[4-(2-hexyldecanoyloxy)butylamino]-5-oxo-pentyl]ammonium